4-((5-(3-(2,2-Difluoroethyl)-2-methyl-3H-imidazo[4,5-b]pyridin-5-yl)pyrrolo[2,1-f][1,2,4]triazin-2-yl)amino)piperidin-2-one FC(CN1C(=NC=2C1=NC(=CC2)C=2C=CN1N=C(N=CC12)NC1CC(NCC1)=O)C)F